NC=1C=CN2C(=CC(=C2C1)C(=O)NC1=C(C(=CC(=C1)CO)C=1C=NN(C1)C)F)C(CC)=O 7-amino-N-(2-fluoro-5-(hydroxymethyl)-3-(1-methyl-1H-pyrazol-4-yl)phenyl)-3-propionylindolizine-1-carboxamide